(S)-N-(3-(1-((1-methyl-1H-pyrazolo[3,4-b]pyrazin-6-yl)amino)ethyl)phenyl)-2-(trifluoromethyl)thiazole-5-carboxamide CN1N=CC=2C1=NC(=CN2)N[C@@H](C)C=2C=C(C=CC2)NC(=O)C2=CN=C(S2)C(F)(F)F